(E)-N-benzyl-1-(2-methoxyphenyl)methanimine C(C1=CC=CC=C1)/N=C/C1=C(C=CC=C1)OC